2,2-dimethyl-4,4-diethylcyclobutane-1,3-diol diisobutyrate C(C(C)C)(=O)OC1C(C(C1(CC)CC)OC(C(C)C)=O)(C)C